3-(tert-butyl)-2,6-dimethoxybenzenesulfonyl chloride C(C)(C)(C)C=1C(=C(C(=CC1)OC)S(=O)(=O)Cl)OC